sodium tin [Sn].[Na]